N-(3-(2-((3-fluoro-4-methylphenyl)amino)-8,9-dihydroimidazo[1',2':1,6]pyrido[2,3-d]pyrimidin-6-yl)-4-methylphenyl)-4-(trifluoromethyl)picolinamide FC=1C=C(C=CC1C)NC=1N=CC2=C(N1)N1C(C(=C2)C=2C=C(C=CC2C)NC(C2=NC=CC(=C2)C(F)(F)F)=O)=NCC1